C(C)(=O)C1=NN(C(C2=CC=C(C=C12)Br)=O)CC(=O)OC methyl 2-(4-acetyl-6-bromo-1-oxophthalazin-2(1H)-yl)acetate